fluoro-N-(4-fluoro-3-(oxetan-3-ylcarbamoyl)benzyl)-4'-oxo-3',4'-dihydro-1'H-spiro[piperidine-4,2'-quinoline]-1-carboxamide FN1C2(CC(C3=CC=CC=C13)=O)CCN(CC2)C(=O)NCC2=CC(=C(C=C2)F)C(NC2COC2)=O